2-(1-(p-bromophenyl)ethylidene)malononitrile BrC1=CC=C(C=C1)C(C)=C(C#N)C#N